O(C=1C(C(=CN(C1)CCCCCCCCCCCCCCCC)O)=O)C=1C(C(=CN(C1)CCCCCCCCCCCCCCCC)O)=O 5,5'-oxybis(N-hexadecyl-3-hydroxypyridin-4-one)